(E)-N-(2-(4-(4-(2-amino-4-(difluoromethyl)pyrimidin-5-yl)-6-morpholino-1,3,5-triazin-2-yl)piperazin-1-yl)-2-oxoethyl)-1-(4-(dimethylamino)but-2-enoyl)piperidine-4-carboxamide NC1=NC=C(C(=N1)C(F)F)C1=NC(=NC(=N1)N1CCOCC1)N1CCN(CC1)C(CNC(=O)C1CCN(CC1)C(\C=C\CN(C)C)=O)=O